N,N-dimethyl-4,5,6,7,8,9-hexahydropyrazolo[1,5-a][1,4]diazocine-2-carboxamide CN(C(=O)C1=NN2C(CNCCCC2)=C1)C